N1C=C(C=C1)CNC1=C(C(=C(C=C1)NC(CCCCCCCCC)=O)N)F N-(4-(((1H-Pyrrol-3-yl)methyl)amino)-2-amino-3-fluorophenyl)decanamid